N-(2-methoxyethyl)glycinate COCCNCC(=O)[O-]